C(CCCCCCCCCCC)OC(CCCCCCCCCCCCCCCCC(=O)OCCCCC(OC(NCCOCCN(C)C)=O)CCCCOC(CCCCCCCCCCCCCCCCC(OCCCCCCCCCCCC)=O)=O)=O 11-(6,23-dioxo-5,24-dioxahexatriacont-1-yl)-2-methyl-9-oxo-2,8-diaza-5,10-dioxapentadecan-15-yl 18-(dodecyloxy)-18-oxooctadecanoate